ClCC(C(=O)OCC)(C)C ethyl 3-chloro-2,2-dimethylpropionate